tert-butyl 5-[6-fluoro-7-(2-methoxy-4,6-dimethyl-phenyl)-1,8-naphthyridin-2-yl]-3,6-dihydro-2H-pyridine-1-carboxylate FC=1C=C2C=CC(=NC2=NC1C1=C(C=C(C=C1C)C)OC)C1=CCCN(C1)C(=O)OC(C)(C)C